ClC=1C=C(C#N)C=CC1OCC12CC(C1)(C2)C(=O)N2N=CCC2C2=CC(=CC(=C2)F)F 3-Chloro-4-((3-(5-(3,5-difluorophenyl)-4,5-dihydro-1H-pyrazole-1-carbonyl)bicyclo[1.1.1]pent-1-yl)methoxy)benzonitrile